ClC=1C(=CC(=C(CN[C@](C(=O)O)(CO)C)C1)OCC1=CC(=NC=C1)NC(=O)N1CCOCC1)OCC1=C(C(=CC=C1)C1=CC2=C(OCCO2)C=C1)C (S)-2-((5-Chloro-4-((3-(2,3-dihydrobenzo[b][1,4]dioxin-6-yl)-2-methylbenzyl)oxy)-2-((2-(morpholine-4-carboxamido)pyridin-4-yl)methoxy)benzyl)amino)-3-hydroxy-2-methylpropanoic acid